N,N-Bis(4-METHYLPHENYL)-aniline CC1=CC=C(C=C1)N(C1=CC=CC=C1)C1=CC=C(C=C1)C